5-(2-ethoxy-3-pyridinyl)-3-methyl-N-[(2-methyloxazol-4-yl)methyl]-1-[1-methylpropyl]pyrazolo[4,3-b]pyridin-7-amine C(C)OC1=NC=CC=C1C1=CC(=C2C(=N1)C(=NN2C(CC)C)C)NCC=2N=C(OC2)C